C(N)(OCCOCCC)=O (2-propoxyethyl) carbamate